(2S)-2-amino-5-[4-[4-[[5-[1-(5-amino-2-pyridyl)-3-(trifluoromethyl)pyrazol-4-yl]-1-methyl-imidazole-2-carbonyl]amino]-2-chloro-benzoyl]piperazino]-5-keto-valeric acid N[C@H](C(=O)O)CCC(=O)N1CCN(CC1)C(C1=C(C=C(C=C1)NC(=O)C=1N(C(=CN1)C=1C(=NN(C1)C1=NC=C(C=C1)N)C(F)(F)F)C)Cl)=O